(+)-(3R,5Z)-3-methyl-5-cyclopentadecen-1-one C[C@H]1CC(CCCCCCCCC\C=C/C1)=O